tert-butyl [2-(2-aminoethoxy)ethyl]carbamate NCCOCCNC(OC(C)(C)C)=O